4-(3,4-Dihydro-2H-benzo[b][1,4]oxazin-6-yl)-5-(2,6-dimethylpyridin-4-yl)-1H-imidazol-2-amine O1C2=C(NCC1)C=C(C=C2)C=2N=C(NC2C2=CC(=NC(=C2)C)C)N